2-(3-(2-(((S)-((S)-7-fluoro-2-oxo-1,2,3,4-tetrahydro-1,5-naphthyridin-3-yl)(phenyl)methyl)amino)ethyl)-4-methylphenyl)acetic acid FC1=CN=C2C[C@H](C(NC2=C1)=O)[C@@H](C1=CC=CC=C1)NCCC=1C=C(C=CC1C)CC(=O)O